[C@H](C(C(=O)O)N)(C(=O)O)N Diaminosuccinic acid